ClC1=CC(=C(C=C1Cl)NC(=O)N1C2CCC1CC=1C(=NC=C(C12)NC)F)F N-(4,5-dichloro-2-fluorophenyl)-1-fluoro-4-(methylamino)-6,7,8,9-tetrahydro-5H-5,8-epiminocyclohepta[c]pyridine-10-carboxamide